C(C)N1C[C@@H](CCC1)NC=1OC=2C(=NC(=CC2)C2=C(C=C(C=C2C)C(F)(F)F)O)N1 2-[2-[[(3R)-1-Ethyl-3-piperidyl]amino]oxazolo[4,5-b]pyridin-5-yl]-3-methyl-5-(trifluoromethyl)phenol